ClC=1C=C(C(=NC1)OC)S(=O)(=O)NC1=C(C(=C(C=C1)F)C=1C=C2C=NC(=NC2=CC1)N1CCCCC1)F 5-chloro-N-(2,4-difluoro-3-(2-(piperidin-1-yl)quinazolin-6-yl)phenyl)-2-methoxypyridine-3-sulfonamide